11-(1,3-dioxoisoindolin-2-yl)undecyl chloride O=C1N(C(C2=CC=CC=C12)=O)CCCCCCCCCCCCl